C(C1CC(C(C(C1)C(C)CCCC)N)C(C)CCCC)C1CC(C(C(C1)C(C)CCCC)N)C(C)CCCC 4,4'-methylenebis(2,6-di(2-hexyl)cyclohexylamine)